1,4-cyclopentadiene C1=CCC=C1